C(CCCC)(=O)OOC1=CC=CC=C1 phenoxy pentanoate